N1=NC(=CC=C1)CCC[C@H]1C[C@@H]2N(CCNC2)C1=O (7S,8aS)-7-(3-(pyridazin-3-yl)propyl)hexahydropyrrolo[1,2-a]pyrazin-6(2H)-one